OC1=CC=CC2=CC=CC(=C12)O 1,8-dihydroxynaphthalen